C(C1=CC=CC=C1)[C@@H]1N(C(OC1)=O)C([C@H](C)C1=C(C=C(C=C1)F)F)=O (4S)-4-benzyl-3-[(2R)-2-(2,4-difluorophenyl)propanoyl]-1,3-oxazolidin-2-one